6-(tert-Butyl)-4-(2,6-difluorophenoxy)thieno[2,3-d]pyrimidin C(C)(C)(C)C1=CC2=C(N=CN=C2OC2=C(C=CC=C2F)F)S1